BrC1=NC=C(N=C1)OCC1=CC=C(C=C1)OC 2-bromo-5-[(4-methoxybenzyl)oxy]pyrazine